Ethoxyphenyl-(2,4,6-trimethylbenzoyl)phosphine oxide C(C)OP(C(C1=C(C=C(C=C1C)C)C)=O)(C1=CC=CC=C1)=O